4-methyl-5-oxo-2,3,4,6,8-pentazabicyclo[4.3.0]nona-2,7,9-triene-9-carboxamide CN1N=NC2=C(N=CN2C1=O)C(=O)N